CC1=NNC(=C1C1=C(C(=O)O)C=C(C=C1)OC)C 2-(3,5-Dimethyl-1H-pyrazol-4-yl)-5-methoxybenzoic acid